5-Hydroxy-2-(4-hydroxyphenyl)-4-oxo-4H-chromen-7-yl 6-O-(3,4-di-O-acetyl-6-deoxy-L-mannopyranosyl)-D-allopyranoside C(C)(=O)O[C@H]1[C@H](C(O[C@H]([C@@H]1OC(C)=O)C)OC[C@@H]1[C@H]([C@H]([C@H](C(OC2=CC(=C3C(C=C(OC3=C2)C2=CC=C(C=C2)O)=O)O)O1)O)O)O)O